N-(3-(trifluoromethoxy)benzyl)-1,3,4-thiadiazole-2-carboxamide FC(OC=1C=C(CNC(=O)C=2SC=NN2)C=CC1)(F)F